N-((5-hydroxy-1-methyl-4-oxo-1,4-dihydropyridin-2-yl)methyl)hexanamide OC=1C(C=C(N(C1)C)CNC(CCCCC)=O)=O